2,2,4,4-tetrakis(aziridin-1-yl)-1,3,5,7,11-pentaza-2λ5,4λ5,6λ5-triphosphaspiro[5.5]undeca-1(6),2,4-triene N1(CC1)P=1(N=P2(N=P(N1)(N1CC1)N1CC1)NCCCN2)N2CC2